N[C@H](CC1=C(C2=NC(=CC(=C2S1)NCC=1SC=CN1)Cl)Cl)CC 2-[(2S)-2-aminobutyl]-3,5-dichloro-N-[(1,3-thiazol-2-yl)methyl]thieno[3,2-b]pyridin-7-amine